2-methylene-propiophenone C=C(C(=O)C1=CC=CC=C1)C